(R)-4-(imidazo[1,2-a]pyrazin-3-yl)-7-((5-(2-(methoxymeth-yl)morpholino)pyridin-2-yl)amino)isoindolin-1-one N=1C=C(N2C1C=NC=C2)C2=C1CNC(C1=C(C=C2)NC2=NC=C(C=C2)N2C[C@@H](OCC2)COC)=O